(S)-N-[(1S)-3-(1,3-dioxan-2-yl)-1-(2-methylphenyl)propyl]-2-methylpropane-2-sulfinamide O1C(OCCC1)CC[C@@H](C1=C(C=CC=C1)C)N[S@@](=O)C(C)(C)C